C(C)(=O)NC1=C(C(=O)NC=2SC(=C(N2)C)[N+](=O)[O-])C=CC(=C1)NCCCCCCCCCN acetamido-4-((9-aminononyl)amino)-N-(4-methyl-5-nitrothiazol-2-yl)benzamide